methyl (3S)-3-(2-(6-((5-fluoro-1,4,5,6-tetrahydropyrimidin-2-yl)amino)-1H-indazole-4-carboxamido)acetamido)-3-(4-fluoro-3-(trifluoromethyl)phenyl)propanoate trifluoroacetate FC(C(=O)O)(F)F.FC1CN=C(NC1)NC=1C=C(C=2C=NNC2C1)C(=O)NCC(=O)N[C@@H](CC(=O)OC)C1=CC(=C(C=C1)F)C(F)(F)F